[N+](=O)([O-])C1=C(C=CC=C1)NC(N)=O 3-(2-nitrophenyl)urea